(S)-2-(1,1-diphenylpropan-2-yl)-5-hydroxy-N-(isoxazol-4-yl)-1-methyl-6-oxo-1,6-dihydropyrimidine-4-carboxamide C1(=CC=CC=C1)C([C@H](C)C=1N(C(C(=C(N1)C(=O)NC=1C=NOC1)O)=O)C)C1=CC=CC=C1